3H-xanthen C1=CCC=C2OC3=CC=CC=C3C=C12